(RS)-3-(1H-indazol-6-yl)-4,5-dihydroisoxazol N1N=CC2=CC=C(C=C12)C1=NOCC1